C(C)(C)(C)OC(N(C)[C@@H](C)C=1C=NC(=CC1)N1N=CC(=C1)F)=O (S)-(1-(6-(4-fluoro-1H-pyrazol-1-yl)pyridin-3-yl)ethyl)(methyl)carbamic acid tert-butyl ester